CN1N=CC(=C1)C=1N=C(C=2N(C1)N=CC2)C2=CC(=CC=C2)[N+](=O)[O-] 6-(1-methylpyrazol-4-yl)-4-(3-nitrophenyl)pyrazolo[1,5-a]pyrazine